C(=O)NC1=CC=CC2=C1N=C(S2)C(=O)OC methyl 4-formylaminobenzo[d]thiazole-2-carboxylate